N[C@H](CC1=C(C=2N=C(N=C(C2S1)NCC=1NC=CN1)Cl)C)C 6-[(2S)-2-aminopropyl]-2-chloro-N-[(1H-imidazol-2-yl)methyl]-7-methylthieno[3,2-d]pyrimidin-4-amine